N-methoxy-N,4-dimethylcyclohex-3-enecarboxylic acid-amide CON(C(=O)C1CC=C(CC1)C)C